(S)-N-(2,6-dimethylpyrimidin-4-yl)-5-[5-(6,9-dioxaspiro[4.4]nonan-8-ylmethoxy)-2-methyl-4-pyridyl]pyrazolo[1,5-a]pyridin-2-amine CC1=NC(=CC(=N1)NC1=NN2C(C=C(C=C2)C2=CC(=NC=C2OC[C@H]2COC3(CCCC3)O2)C)=C1)C